3-(aminomethyl)-5-[3-methylimidazo[1,2-a]pyridin-6-yl]-6-(2H-1,2,3-triazol-2-yl)pyrazin-2-amine NCC=1C(=NC(=C(N1)C=1C=CC=2N(C1)C(=CN2)C)N2N=CC=N2)N